3,4,7,8-tetrahydro-2H-cyclopenta[4,5]pyrrolo[1,2-a]pyrazin-1(6H)-one C1(C=2N(CCN1)C1=C(C2)CCC1)=O